C1(CCCC1)C1=NC2=C(N1)C=C(C=C2)C=2C=C1C(N(C=NC1=CC2)CCN2CCOCC2)=O 6-(2-Cyclopentyl-1H-benzo[d]imidazol-6-yl)-3-(2-morpholinoethyl)quinazolin-4(3H)-one